CC1=CN=CC(=N1)OC1=CC=C(C=NOCC2=CC=C(C=C2)C=2N=C3N(C=CC(=C3)C3=CC=CC=C3)C2NC2=CC=C(C(=O)O)C=C2)C=C1 4-((2-(4-((((4-((6-methylpyrazin-2-yl)oxy)benzylidene)amino)oxy)methyl)phenyl)-7-phenylimidazo[1,2-a]pyridin-3-yl)amino)benzoic acid